stearyltin C(CCCCCCCCCCCCCCCCC)[Sn]